O=C1NC(CCC1OC1=CC(=C(C(=C1)F)C1CCN(CC1)C(=O)OC(C)(C)C)F)=O tert-butyl 4-[4-[(2,6-dioxo-3-piperidyl)oxy]-2,6-difluoro-phenyl]piperidine-1-carboxylate